OCC1CCN(CC1)C(CNC(=O)C1=CC2=C(N(C(=N2)NC=2SC3=C(N2)C=CC(=C3)OC(F)(F)F)C)C=C1)=O 1-Methyl-2-(6-trifluoromethoxy-benzothiazol-2-ylamino)-1H-benzoimidazole-5-carboxylic acid [2-(4-hydroxymethyl-piperidin-1-yl)-2-oxo-ethyl]-amide